C(C)OC(C(CC)(NC(=O)C1=NC(=C(C=C1)N1CC(C1)OC)OC[C@H]1[C@H](C1)CO)CC)=O |r| (rac)-cis-2-ethyl-2-(6-((2-(hydroxymethyl)cyclopropyl)methoxy)-5-(3-methoxyazetidin-1-yl)pyridinecarboxamido)butanoic acid ethyl ester